C1(=CC=CC=C1)NC(NCCCCCC(=O)O)=O 6-(3-phenylureido)hexanoic acid